N1CCC12CCN(C2)C(C(F)F)=O 1-(1,7-diazaspiro[3.4]octan-7-yl)-2,2-difluoro-ethanone